FC=1C(=C(C=CC1)[C@@H]1C2=C(NC(=C1C(=O)[O-])CF)CCC2=O)CC(F)(F)F (R)-4-(3-fluoro-2-(2,2,2-trifluoroethyl)phenyl)-2-(fluoromethyl)-5-oxo-4,5,6,7-tetrahydro-1H-cyclopenta[b]pyridine-3-carboxylate